2-(1-(2-ethoxyethyl)-5-(quinolin-6-yl)-1H-indol-3-yl)-N-(pyridin-2-ylmethyl)acetamide C(C)OCCN1C=C(C2=CC(=CC=C12)C=1C=C2C=CC=NC2=CC1)CC(=O)NCC1=NC=CC=C1